BrC=1C=CC(=NC1)CN[C@@H](COC1=NC(=NC(=C1)C1=C(C=CC=C1C)C)NS(=O)(=O)C=1C=C(C(=O)O)C=CC1)CC(C)(C)C 3-[[4-[(2R)-2-[(5-bromo-2-pyridyl)methylamino]-4,4-dimethyl-pentoxy]-6-(2,6-dimethylphenyl)pyrimidin-2-yl]sulfamoyl]benzoic acid